methyl 4-((2R,3S,4S,5S)-4-(aminomethyl)-3-(3-chloro-2-fluorophenyl)-4-(5-chloro-2-Fluorophenyl)-5-neopentylpyrrolidine-2-carboxamido)-3-methoxybenzoate NC[C@]1([C@H]([C@@H](N[C@H]1CC(C)(C)C)C(=O)NC1=C(C=C(C(=O)OC)C=C1)OC)C1=C(C(=CC=C1)Cl)F)C1=C(C=CC(=C1)Cl)F